2-(isopropyl)imidazole C(C)(C)C=1NC=CN1